ClC1=NC(=CC(=C1)C1(CC(C1)C)C1=NN=CN1C)OC1CC1 2-chloro-6-cyclopropyloxy-4-(3-methyl-1-(4-methyl-4H-1,2,4-triazol-3-yl)cyclobutyl)pyridine